[N+]12(CCN(CC1)CC2)C2=NC(=C(C1=CC3=C(C=C21)N(N=C3)C3OCCCC3)C3=CC(=C(C=C3)F)F)C3CCOCC3 8-(4-aza-1-azoniabicyclo[2.2.2]oct-1-yl)-5-(3,4-difluorophenyl)-1-tetrahydropyran-2-yl-6-tetrahydropyran-4-yl-pyrazolo[4,3-g]isoquinoline